FC1=CC=CC(=N1)N1CCN(CC1)C(=O)C=1N=C(C2=C(N1)OC(=C2)C)NC2(CC2)C [4-(6-fluoropyridin-2-yl)piperazine-1-carbonyl]-6-methyl-N-(1-methylcyclopropyl)furo[2,3-d]pyrimidin-4-amine